5-(3-Chloro-1H-indol-2-yl)-7-isopropyl-pyrrolo[2,3-d]pyrimidin-4-amine ClC1=C(NC2=CC=CC=C12)C1=CN(C=2N=CN=C(C21)N)C(C)C